ClC=1C=C2C3=C(NC2=CC1)C(N(CC3)C3=NC=CC(=N3)C(F)(F)F)CC(C)OC 6-chloro-1-(2-methoxypropyl)-2-[4-(trifluoromethyl)pyrimidin-2-yl]-2,3,4,9-tetrahydro-1H-pyrido[3,4-b]indole